ClC=1C=NC=C(C1SC1=NN=C(S1)C(=O)NC1=NC=CN=C1)Cl 5-[(3,5-dichloropyridin-4-yl)sulfanyl]-N-(pyrazin-2-yl)-1,3,4-thiadiazole-2-carboxamide